tert-butyl (1S,5R)-6-(2-bromoacetyl)-3-azabicyclo[3.1.0]hexane-3-carboxylate BrCC(=O)C1[C@@H]2CN(C[C@H]12)C(=O)OC(C)(C)C